C1(C=CC(N1C1=CC=C(OC2(CC=C(C(C)C3=CC(=CC=C3)C(C3=CCC(C=C3)(OC3=CC=C(C=C3)N3C(C=CC3=O)=O)C)C)C=C2)C)C=C1)=O)=O 1,3-bis[4-(4-maleimidophenoxy)-α,4-dimethylbenzyl]benzene